tert-butyl 6-(6-hydroxyquinazolin-4-yl)oxy-2-azaspiro[3.3]heptane-2-carboxylate OC=1C=C2C(=NC=NC2=CC1)OC1CC2(CN(C2)C(=O)OC(C)(C)C)C1